2-(phenylsulfonyl)-1-(p-tolyl)ethane-1-one C1(=CC=CC=C1)S(=O)(=O)CC(=O)C1=CC=C(C=C1)C